BrC1=CC=C(C=C1)C[C@@H](C(=O)NC1=CC=C(C(=O)OC(C)(C)C)C=C1)NC(=O)OC(C)(C)C (S)-tert-butyl 4-(3-(4-bromophenyl)-2-((tert-butoxycarbonyl)amino)propionamido)benzoate